(R,2S,Z)-9-(benzyloxy)-N-(2,4-difluorobenzyl)-2-methyl-8,10-dioxo-3,6,8,10-tetrahydro-2H-1,7-methanopyrido[1,2-b][1,2,5]triazecine-11-carboxamide C(C1=CC=CC=C1)OC=1C(C(=CN2N3[C@H](C\C=C/CN(C(C21)=O)C3)C)C(=O)NCC3=C(C=C(C=C3)F)F)=O